C(O)(O)=O.CCC=CC 3-pentene carbonate